ClC=1C=C(C=CC1)N1N=CC(=C1)CC(=O)NC1=NNC(=C1)C1CCC1 2-[1-(3-chlorophenyl)pyrazol-4-yl]-N-(5-cyclobutyl-1H-pyrazol-3-yl)acetamide